C#COCC(CC)O oxaheptyn-5-ol